(1-(4-chlorobenzoyl)piperidin-4-yl)(5-phenyl-4,5-dihydro-1H-pyrazol-1-yl)methanone ClC1=CC=C(C(=O)N2CCC(CC2)C(=O)N2N=CCC2C2=CC=CC=C2)C=C1